S1(C2=C(C=C1)C=CC=C2)=O benzo[b]thiophene 1-oxide